C1(CC1)CC=1C2=C(S(C1)=O)C(=CC=C2)N[C@H]2[C@H](CN(CC2)C)F 3-(cyclopropylmethyl)-7-(((3S,4R)-3-fluoro-1-methylpiperidin-4-yl)amino)-1-oxidobenzo[b]thiophen